O=C1NC(CCC1N1CC2=CC=C(C=C2C1=O)SCCCCCCN1CCC(CC1)C1=CC=C(C(=O)N2CCC(CC2)CCCCNC(\C=C\C=2C=NC=CC2)=O)C=C1)=O (E)-N-(4-(1-(4-(1-(6-((2-(2,6-dioxopiperidin-3-yl)-3-oxoisoindolin-5-yl)thio)hexyl)piperidin-4-yl)benzoyl)piperidin-4-yl)butyl)-3-(pyridin-3-yl)acrylamide